2-(6-hydroxy-2,7-dimethyl-indazol-5-yl)-6-pyrrolidin-3-yl-1,6-naphthyridin-5-one OC=1C(=CC2=CN(N=C2C1C)C)C1=NC=2C=CN(C(C2C=C1)=O)C1CNCC1